7-bromo-2-(5-iodo-3-(6-methylpyridin-2-yl)-1H-pyrazol-4-yl)-1,5-naphthyridine BrC1=CN=C2C=CC(=NC2=C1)C=1C(=NNC1I)C1=NC(=CC=C1)C